CN1N=C(N=N1)C1CCC(CC1)C(=O)O (1r,4r)-4-(2-methyl-2H-1,2,3,4-tetrazol-5-yl)cyclohexane-1-carboxylic acid